(-)-N-[3-chloro-1-(3-pyridyl)-1H-pyrazol-4-yl]-N-ethyl-3-[(3,3,3-trifluoropropyl)sulfinyl]-propionamide ClC1=NN(C=C1N(C(CCS(=O)CCC(F)(F)F)=O)CC)C=1C=NC=CC1